(S)-2-amino-5-(2-(1-cyclopropylethyl)-1-oxo-7-(trifluoromethyl)isoindolin-5-yl)-N-(pyridin-3-yl)pyrazolo[1,5-a]pyrimidine-3-carboxamide NC1=NN2C(N=C(C=C2)C=2C=C3CN(C(C3=C(C2)C(F)(F)F)=O)[C@@H](C)C2CC2)=C1C(=O)NC=1C=NC=CC1